2,6-dioxabicyclo[3.2.1]octan-1-ylmethanamine hydrochloride Cl.C12(OCCC(OC1)C2)CN